NC1C2=C(N(C(=C2CCC1)C(=O)NC1=CC(=C(C=C1)F)Cl)C)Cl 4-amino-3-chloro-N-(3-chloro-4-fluorophenyl)-2-methyl-4,5,6,7-tetrahydro-2H-isoindol-1-carboxamide